FC(OC=1C=C(C(=O)O)C=C(C1)SC(F)(F)F)(F)F 3-(trifluoromethoxy)-5-(trifluoromethylthio)benzoic acid